(S)-4-(aminomethyl)-N-(1-(4-((4-cyclopropyl-1,5-naphthyridin-3-yl)amino)phenyl)-2,2,2-trifluoroethyl)-N-methylcyclohexane-1-carboxamide NCC1CCC(CC1)C(=O)N(C)[C@H](C(F)(F)F)C1=CC=C(C=C1)NC=1C=NC2=CC=CN=C2C1C1CC1